N-(2-methylphenyl)-2-[(2S)-pentan-2-yloxy]benzamide CC1=C(C=CC=C1)NC(C1=C(C=CC=C1)O[C@@H](C)CCC)=O